1-[[2-(difluoromethoxy)pyridin-4-yl]methyl]-3-[(3-fluoro-1-bicyclo[1.1.1]pentanyl)methyl]urea FC(OC1=NC=CC(=C1)CNC(=O)NCC12CC(C1)(C2)F)F